CN(CCN)C1CCOCC1 N1-methyl-N1-(tetrahydro-2H-pyran-4-yl)ethane-1,2-diamine